(1R,5S,6s)-6-Amino-3-thiabicyclo[3.1.0]hexane 3,3-dioxide NC1[C@H]2CS(C[C@@H]12)(=O)=O